ClC=1N=C(C2=C(N1)CN(CC2)C(=O)OC(C)(C)C)N2CC=1N(CCC2)N=C(C1)C(N(C)C)=O tert-butyl 2-chloro-4-(2-(dimethylcarbamoyl)-7,8-dihydro-4H-pyrazolo[1,5-a][1,4]diazepin-5(6H)-yl)-5,6-dihydropyrido[3,4-d]pyrimidine-7(8H)-carboxylate